FC=1C=C(C=CC1)N1C[C@@H](CCC1)NC1=CC(=NC=N1)N1CCN(CC1)C(C=C)=O (R)-1-(4-(6-((1-(3-fluorophenyl)piperidin-3-yl)amino)pyrimidin-4-yl)piperazin-1-yl)prop-2-en-1-one